[Li].[Ta].O[C@@]1(C(N(CC1)C)=O)C1=CC(=NO1)C=1C=C(C=CC1)C1=CN=CC(=N1)C(=O)N (R)-6-(3-(5-(3-hydroxy-1-methyl-2-oxopyrrolidin-3-yl)isoxazol-3-yl)phenyl)pyrazine-2-carboxamide Tantalum lithium